(1-(4-fluorophenyl)-5-methyl-1H-1,2,4-triazol-3-yl)methanone FC1=CC=C(C=C1)N1N=C(N=C1C)C=O